4,4'-diaminobiphenyl-2,2'-disulfonic acid NC=1C=C(C(=CC1)C=1C(=CC(=CC1)N)S(=O)(=O)O)S(=O)(=O)O